N1C=NC2=C1C=CC(=C2)N2C(C1=CC=CC=C1[C@@H]2C2=CC(=C(C=C2)OC)OC)=O (S)-2-(1H-benzo[d]imidazol-5-yl)-3-(3,4-dimethoxyphenyl)isoindolin-1-one